1,4-bis(trimethylallyl)-2-methyl-2,5-cyclohexadieneN CC(CC=1C(=CC(C=C1)CC(=C(C)C)C)C)=C(C)C